methyl 3-(2-(3-aminobenzamido)acetamido)-2-(2,6-dichlorobenzamido)propanoate NC=1C=C(C(=O)NCC(=O)NCC(C(=O)OC)NC(C2=C(C=CC=C2Cl)Cl)=O)C=CC1